N1-(6-(4-(trifluoromethyl)piperidin-1-yl)naphthalen-2-yl)cyclohexane-1,4-diamine FC(C1CCN(CC1)C=1C=C2C=CC(=CC2=CC1)NC1CCC(CC1)N)(F)F